IC1=CNC2=NC=C(C=C21)C=2C=CC(=C(C2)CN(C)C)C2CCOCC2 1-(5-(3-iodo-1H-pyrrolo[2,3-b]pyridin-5-yl)-2-(tetrahydro-2H-pyran-4-yl)phenyl)-N,N-dimethylmethylamine